N[C@H]1CN(C[C@@H]1O)C=1C=C2CN3[C@@H](C2=CC1)CN(C[C@H]3C)C3=C1C=CC=NC1=C(C=C3)C#N 5-[(4R,10bS)-8-[(3S,4S)-3-amino-4-hydroxy-pyrrolidin-1-yl]-4-methyl-3,4,6,10b-tetrahydro-1H-pyrazino[2,1-a]isoindol-2-yl]quinoline-8-carbonitrile